C(#N)C=1C=NN(C1)[C@H]1[C@@H](CC1)C=1NC(C2=C(N1)N(N=C2C#N)[C@H](C)C=2C=NC(=CC2)C(F)(F)F)=O 6-((1R,2R)-2-(4-Cyano-1H-pyrazol-1-yl)cyclobutyl)-4-oxo-1-((R)-1-(6-(trifluoromethyl)pyridin-3-yl)ethyl)-4,5-dihydro-1H-pyrazolo[3,4-d]pyrimidin-3-carbonitril